(phenylsulfonyloxyimino)-4-methylphenylacetonitrile C1(=CC=CC=C1)S(=O)(=O)ON=C(C#N)C1=CC=C(C=C1)C